C(C)(C)(C)C1=C(C=C(C=C1)C1(CCC(CC1)N)N)OCCOC 1-(4-(tert-butyl)-3-(2-methoxyethoxy)phenyl)cyclohexane-1,4-diamine